C(C1=CC=CC=C1)OC1=C(C(=C2C=CC(=CC2=C1)NC(CN1CCN(CC1)CC1=CC2=C(N(C(N2C)=O)C2C(NC(CC2)=O)=O)C=C1)=O)F)N1S(NC(C1)=O)(=O)=O N-[7-benzyloxy-5-fluoro-6-(1,1,4-trioxo-1,2,5-thiadiazolidin-2-yl)-2-naphthyl]-2-[4-[[1-(2,6-dioxo-3-piperidyl)-3-methyl-2-oxo-benzimidazol-5-yl]methyl]piperazin-1-yl]acetamide